2-(2-chloro-3-(methylsulfonyl)phenyl)-4,4,5,5-tetramethyl-1,3,2-dioxaborolane ClC1=C(C=CC=C1S(=O)(=O)C)B1OC(C(O1)(C)C)(C)C